methyl 5-cyano-2-(4,4,5,5-tetramethyl-1,3,2-dioxaborolan-2-yl)benzoate C(#N)C=1C=CC(=C(C(=O)OC)C1)B1OC(C(O1)(C)C)(C)C